4-(2,4,4-Trimethylpentyl)phenol CC(CC1=CC=C(C=C1)O)CC(C)(C)C